(3-(1'-Benzyl-1'H-[1,4'-bipyrazol]-4-yl)-5-fluorophenyl)methanamine trifluoroacetate FC(C(=O)O)(F)F.C(C1=CC=CC=C1)N1N=CC(=C1)N1N=CC(=C1)C=1C=C(C=C(C1)F)CN